N-((1-(2,4-difluorobenzyl)spiro[2.2]pentan-1-yl)methyl)-1-methyl-5-oxo-4,5-dihydro-1H-1,2,4-triazole-3-carboxamide FC1=C(CC2(CC23CC3)CNC(=O)C3=NN(C(N3)=O)C)C=CC(=C1)F